6-{[(cyclobutylmethyl)amino]methyl}-4-(trifluoromethyl)-2,3-dihydroisoindol-1-one C1(CCC1)CNCC1=CC(=C2CNC(C2=C1)=O)C(F)(F)F